C(C)(C)(C)C(C1=C(C=CC=C1CCCCC)O)C1=C(C=CC=C1CCCCC)O t-butyl-2,2'-methylenebis-(4-methyl-butylphenol)